C(CCCCCCCCC)[Si](CCC(=O)NC(CC1=CC=C(C=C1)C)C1=CC=CC=C1)(C)C 3-[decyldimethylsilyl]-N-[2-(4-methylphenyl)-1-phenylethyl]-propionamide